BrC1=CN(C=2N=CN=C(C21)Cl)[C@@H]2C[C@@H]([C@@H]1[C@H]2OC(O1)(C)C)C1=CC=C2C=C(NC2=C1)C=O 6-[(3aR,4R,6R,6aS)-6-{5-bromo-4-chloro-7H-pyrrolo[2,3-d]pyrimidin-7-yl}-2,2-dimethyl-hexahydrocyclopenta[d][1,3]dioxol-4-yl]-1H-indole-2-carbaldehyde